Cl.COC=1C(=C(C=CC1)C1NCC=2N=CN=CC21)C 5-(3-methoxy-2-methyl-phenyl)-6,7-dihydro-5H-pyrrolo[3,4-d]pyrimidine hydrochloride